NC[C@@]1(CN(C[C@@H]1SC1=NC=C(C=C1)Cl)S(=O)(=O)C1=C(C=C(C#N)C=C1)Cl)O 4-(((3S,4S)-3-(aminomethyl)-4-((5-chloropyridin-2-yl)thio)-3-hydroxypyrrolidin-1-yl)sulfonyl)-3-chlorobenzonitrile